(R)-methyl 5-((1,3-dioxoisoindolin-2-yl)methyl)-2-(3-(5-(3-hydroxy-1-methyl-2-oxopyrrolidin-3-yl)isoxazol-3-yl)phenyl)thiazole-4-carboxylate O=C1N(C(C2=CC=CC=C12)=O)CC1=C(N=C(S1)C1=CC(=CC=C1)C1=NOC(=C1)[C@]1(C(N(CC1)C)=O)O)C(=O)OC